N-(1-(2,2-difluorobenzo[d][1,3]dioxol-5-yl)methyl)benzamide FC1(OC2=C(O1)C=CC(=C2)CNC(C2=CC=CC=C2)=O)F